C(C)(C)(C)OC1C(OCC1)(OC(C)(C)C)OC(C)(C)C tri-tert-butoxytetrahydrofuran